methyl 3-amino-4-methoxy-5-(2-methyl-2H-1,2,3-triazol-4-yl)benzoate NC=1C=C(C(=O)OC)C=C(C1OC)C1=NN(N=C1)C